2-bromo-4'-methyl-1,1'-biphenyl BrC1=C(C=CC=C1)C1=CC=C(C=C1)C